(-)-di-p-toluoyl tartrate C(=O)(OC(=O)C1=CC=C(C=C1)C)C(O)C(O)C(=O)OC(=O)C1=CC=C(C=C1)C